OC1(COC1)C=1C=CC=2N(C1)C=C(N2)C(=O)N 6-(3-hydroxyoxetan-3-yl)imidazo[1,2-a]pyridine-2-carboxamide